C(C)(C)C1=CC=C(C=C1)C1N(C=CC=C1)C(=O)OC Methyl 2-(4-isopropylphenyl)pyridine-1(2H)-carboxylate